[Ni].[Ni].[Pt] platinum nickel-nickel